C(C(C)(C)C)(=O)OC1=CC2=CC=CC=C2C(=C1)C1=C(C=2N=C(N=C(C2C(=N1)Br)OC)OC)F 4-(5-bromo-8-fluoro-2,4-dimethoxypyrido[4,3-d]pyrimidin-7-yl)naphthalen-2-yl pivalate